N-(3-(2,4-difluorophenyl)propyl)-2-methoxy-6-morpholino-1H-benzo[d]imidazole-1-carboxamide FC1=C(C=CC(=C1)F)CCCNC(=O)N1C(=NC2=C1C=C(C=C2)N2CCOCC2)OC